C(#N)/C=C/C1=CC(=C(OC2=NC(=NC=C2)NC=2C=CC(=C(C#N)C2)N2CCN(CC2)S(=O)(=O)C2CC2)C(=C1)C)C (E)-5-((4-(4-(2-cyanovinyl)-2,6-dimethylphenoxy)pyrimidin-2-yl)amino)-2-(4-(cyclopropylsulfonyl)piperazin-1-yl)benzonitrile